BrC1=CC=2N(C=C1C(=O)N(C)C1=CC=C(C=C1)Cl)C=CN2 7-bromo-N-(4-chlorophenyl)-N-methyl-imidazo[1,2-a]pyridine-6-carboxamide